NC1=C(C=2C(=NC(=C3C2SC(=C3)C)C)N1C1=C(C(=CC=C1C)O)C)C(=O)N 7-Amino-6-(3-hydroxy-2,6-dimethylphenyl)-2,4-dimethylthieno[2,3-d]pyrrolo[2,3-b]pyridine-8-carboxamide